pyrrolin-1,2-diformate N1(C(=CCC1)C(=O)[O-])C(=O)[O-]